tert-butyl 2-[(1s)-1-tert-butoxycarbonyl-2-methyl-propyl]-1-oxo-2,9-diazaspiro[5.5]undecane-9-carboxylate C(C)(C)(C)OC(=O)[C@H](C(C)C)N1C(C2(CCC1)CCN(CC2)C(=O)OC(C)(C)C)=O